3-((7-chloro-1-methyl-6-(pyrazolo[1,5-a]pyrazin-3-yloxy)-1H-imidazo[4,5-b]pyridin-2-yl)amino)-5-cyclopropyl-1-((1R,2R)-2-hydroxycyclobutyl)pyridin-2(1H)-one ClC1=C2C(=NC=C1OC=1C=NN3C1C=NC=C3)N=C(N2C)NC=2C(N(C=C(C2)C2CC2)[C@H]2[C@@H](CC2)O)=O